7-(3-chloropyrazin-2-yl)-4H-1λ6,2,4-benzothiadiazine 1,1-dioxide ClC=1C(=NC=CN1)C1=CC2=C(NC=NS2(=O)=O)C=C1